N-(5-((4-(2-((6-chloropyridin-2-yl)oxy)ethoxy)-5-methylpyridin-2-yl)ethynyl)-8-(methylamino)-2,7-naphthyridin-3-yl)cyclopropanecarboxamide ClC1=CC=CC(=N1)OCCOC1=CC(=NC=C1C)C#CC1=C2C=C(N=CC2=C(N=C1)NC)NC(=O)C1CC1